(R)-(3-aminopiperidin-1-yl)(2-(6-fluoro-1-(pyridin-4-ylmethyl)-1H-indol-2-yl)-3-methylimidazo[1,2-a]pyridin-7-yl)methanone N[C@H]1CN(CCC1)C(=O)C1=CC=2N(C=C1)C(=C(N2)C=2N(C1=CC(=CC=C1C2)F)CC2=CC=NC=C2)C